((2S,4S)-4-(aminomethyl)-4-hydroxytetrahydrofuran-2-yl)((S)-1-(4-fluorophenyl)-3,4-dihydroisoquinolin-2(1H)-yl)methanone NC[C@]1(C[C@H](OC1)C(=O)N1[C@H](C2=CC=CC=C2CC1)C1=CC=C(C=C1)F)O